C[C@H](CCCC(C)C)[C@H]1CC[C@@H]2[C@@]1(CC[C@H]3[C@H]2CC=C4[C@@]3(CC[C@@H](C4)Br)C)C Cholesteryl bromide